N=S(=O)(C)C1=NC=CC=C1OC imino(3-methoxypyridin-2-yl)(methyl)-lambda6-sulfanone